N1N=CC(=C1)C1=C2CCN(C2=CC=C1)C(=O)[C@H]1N(CCC1)C#N (S)-2-(4-(1H-pyrazol-4-yl)indoline-1-carbonyl)pyrrolidine-1-carbonitrile